NC1=NC=C2C=CC(=NC2=C1)[C@@H]1[C@H](C1)C1=NC=CC(=N1)C |r| rac-7-amino-2-((1S*,2S*)-2-(4-methylpyrimidin-2-yl)cyclopropyl)-1,6-naphthyridin